2-[(5-{6-[(4-cyano-2-fluorophenyl)methoxy]pyridin-2-yl}-hexahydropyrrolo[3,4-c]pyrrol-2-yl)methyl]-3-(1,3-oxazol-4-ylmethyl)-1,3-benzodiazole-5-carboxylic acid C(#N)C1=CC(=C(C=C1)COC1=CC=CC(=N1)N1CC2C(C1)CN(C2)CC=2N(C1=C(N2)C=CC(=C1)C(=O)O)CC=1N=COC1)F